1-(5-tert-butyl-2H-pyrazol-3-yl)-3-[4-(5-methoxy-benzoimidazol-1-yl)-phenyl]-urea C(C)(C)(C)C=1C=C(NN1)NC(=O)NC1=CC=C(C=C1)N1C=NC2=C1C=CC(=C2)OC